COC(NC1=CC=C(C=C1)C1=NOC(=N1)C(F)(F)F)=O Methyl{4-[5-(trifluoromethyl)-1,2,4-oxadiazol-3-yl]phenyl}carbamat